COC1=C(C=C2NC=C(CCN(C)C(C)C)C2=C1)OC 5,6-dimethoxy-N-isopropyl-N-methyltryptamine